1-(5-bromo-2-iodophenoxy)butan-2-one BrC=1C=CC(=C(OCC(CC)=O)C1)I